FC1=C(OC2=C(C(=O)N)C=CC=N2)C=CC(=C1)CC(=O)NC=1SC(=C(N1)C1=CC=NN1C)C 2-(2-fluoro-4-(2-((5-methyl-4-(1-methyl-1H-pyrazol-5-yl)thiazol-2-yl)amino)-2-oxoethyl)phenoxy)nicotinamide